BrC=1C(=NC=CC1)CC1N(C(C2=CC=CC=C12)=O)CC1CCC2(CNC(O2)=O)CC1 (5s,8s)-8-((1-((3-bromopyridin-2-yl)methyl)-3-oxoisoindolin-2-yl)methyl)-1-oxa-3-azaspiro[4.5]decan-2-one